Piperazin-1-yl(9-(trifluoromethyl)-2,3-dihydrobenzo[f][1,4]thiazepin-4(5H)-yl)methanone hydrochloride Cl.N1(CCNCC1)C(=O)N1CCSC2=C(C1)C=CC=C2C(F)(F)F